C(CCCCCCCCCCCCCCC)(=O)N1[C@@H](CCC1)C(=O)O Palmitoylproline